(bromoethoxy)anthracene BrCCOC1=CC=CC2=CC3=CC=CC=C3C=C12